(3S)-9-chloro-10-(2,4-difluorophenyl)-7-((S)-2-methylpiperazin-1-yl)-3-((4-(oxetan-3-yl)piperazin-1-yl)methyl)-2H-[1,4]thiazino[2,3,4-ij]quinazolin-5(3H)-one ClC=1C=C2C(=NC(N3C2=C(C1C1=C(C=C(C=C1)F)F)SC[C@@H]3CN3CCN(CC3)C3COC3)=O)N3[C@H](CNCC3)C